1-(4-(4-bromobutoxy)phenyl)-3-(3-fluorophenyl)-2-propen-1-one BrCCCCOC1=CC=C(C=C1)C(C=CC1=CC(=CC=C1)F)=O